(2R,3S,4R,5R,6R)-2-(acetoxymethyl)-5-(((benzyloxy)carbonyl)amino)-6-chlorotetrahydro-2H-pyran-3,4-diyl diacetate C(C)(=O)O[C@@H]1[C@H](O[C@@H]([C@@H]([C@H]1OC(C)=O)NC(=O)OCC1=CC=CC=C1)Cl)COC(C)=O